trans-N,4-dimethylcyclohexylamine CN[C@@H]1CC[C@H](CC1)C